(R)-2-methyl-3-(1-((4-methyl-7-(4-(1-methyl-1H-pyrazol-4-yl)piperazin-1-yl)phthalazin-1-yl)amino)ethyl)benzonitrile CC1=C(C#N)C=CC=C1[C@@H](C)NC1=NN=C(C2=CC=C(C=C12)N1CCN(CC1)C=1C=NN(C1)C)C